2-[(2S)-4-(tert-butoxy)-2-{[(tert-butoxy)carbonyl]amino}-4-oxobutanamido]acetic Acid C(C)(C)(C)OC(C[C@@H](C(=O)NCC(=O)O)NC(=O)OC(C)(C)C)=O